5,6-dichloro-1H-imidazo[4,5-b]pyridine ClC1=C(C=C2C(=N1)N=CN2)Cl